tert-butyl 3-amino-2-[[3-[2-[2-[tert-butoxycarbonyl(methyl)amino]ethoxy]-3-fluoro-phenyl]phenyl]methyl]-4,4-difluoro-pyrrolidine-1-carboxylate NC1C(N(CC1(F)F)C(=O)OC(C)(C)C)CC1=CC(=CC=C1)C1=C(C(=CC=C1)F)OCCN(C)C(=O)OC(C)(C)C